p-chloro-L-phenylalanine ClC1=CC=C(C[C@H](N)C(=O)O)C=C1